Tert-butyl 3-{[(tert-butoxy) carbonyl] amino}-5-[(1R,3R)-3-[4-(trifluoromethyl) phenyl] cyclobutoxy]-1H-indole-1-carboxylate C(C)(C)(C)OC(=O)NC1=CN(C2=CC=C(C=C12)OC1CC(C1)C1=CC=C(C=C1)C(F)(F)F)C(=O)OC(C)(C)C